C1(CC1)C=1C=CC(=NC1)N1CC(C1)OC=1C=C(C=CC1OC)[C@H]1[C@](CN(C1)C(=O)[C@H]1OC(OC1)(C)C)(C)[C@@H](C)O ((3S,4S)-4-(3-((1-(5-cyclopropylpyridin-2-yl)azetidin-3-yl)oxy)-4-methoxyphenyl)-3-((R)-1-hydroxyethyl)-3-methylpyrrolidin-1-yl)((S)-2,2-dimethyl-1,3-dioxolan-4-yl)methanone